N(=C=O)CC(CCCN=C=O)CCCCN=C=O 4-isocyanatomethyl-1,8-octylene diisocyanate